C1CCC12CN(CC2)CC=2NC1=CC(=CC=C1C2)CN2N=NC(=C2)C2=C1C=NNC1=CC(=C2)[Si](=O)C 4-(1-((2-((6-azaspiro[3.4]oct-6-yl)methyl)-1H-indol-6-yl)methyl)-1H-1,2,3-triazol-4-yl)-6-(methylsiloyl)-1H-indazole